N-(2-((7-chloroisoquinolin-1-yl)oxy)ethyl)-N-ethyl-2,2,2-trifluoroethane-1-amine ClC1=CC=C2C=CN=C(C2=C1)OCCN(CC(F)(F)F)CC